C1(CCCCC1)N([C@@H](C)C(=O)[O-])[P@](=O)(OC1=CC=CC=C1)OC[C@]1(O[C@H]([C@]([C@@H]1O)(C)O)N1C(N=C(C=C1)N)=O)F Cyclohexyl-((R)-(((2S,3S,4R,5R)-5-(4-amino-2-oxopyrimidin-1(2H)-yl)-2-fluoro-3,4-dihydroxy-4-methyltetrahydrofuran-2-yl)methoxy)(phenoxy)phosphoryl)-L-alaninat